(3S)-3-[4-(heptyloxy)phenyl]Hex-4-ynoic acid methyl ester COC(C[C@H](C#CC)C1=CC=C(C=C1)OCCCCCCC)=O